N-[4-(cyanomethoxy)-2,5-difluorophenyl]-4-(3-fluorophenyl)-1H-pyrrole-3-sulfonamide C(#N)COC1=CC(=C(C=C1F)NS(=O)(=O)C1=CNC=C1C1=CC(=CC=C1)F)F